FC=1C=C(C=CC1F)N1C(CCCC1C=1N=C2N(C=CC(=C2)C=2C(=NOC2C)C)C1C=1OC=CN1)=O 1-(3,4-difluorophenyl)-6-(7-(3,5-dimethylisoxazol-4-yl)-3-(oxazol-2-yl)imidazo[1,2-a]pyridin-2-yl)piperidin-2-one